BrC1=C2C=CC=CC2=C(C2=CC=CC=C12)P(C1=CC=CC=C1)(C1=CC=CC=C1)=O (10-bromoanthracene-9-yl)diphenylphosphine oxide